(R)-1-(5-chloro-2-fluoropyridin-3-yl)ethyl (4-(5-acetamidopyridin-2-yl)-1-methyl-1H-1,2,3-triazol-5-yl)carbamate C(C)(=O)NC=1C=CC(=NC1)C=1N=NN(C1NC(O[C@H](C)C=1C(=NC=C(C1)Cl)F)=O)C